2-Hydroxy-6-(3-nitrophenyl)-1H-phenalen-1-one OC=1C(C=2C=CC=C3C(=CC=C(C1)C23)C2=CC(=CC=C2)[N+](=O)[O-])=O